2-chloro-N-(2-(methylamino)-4-morpholino-6-(3-(m-tolyl)-1H-pyrazol-1-yl)pyridin-3-yl)acetamide ClCC(=O)NC=1C(=NC(=CC1N1CCOCC1)N1N=C(C=C1)C=1C=C(C=CC1)C)NC